1-{2'-[(dimethylamino)methyl]-[1,1'-biphenyl]-2-yl}methanamine CN(C)CC1=C(C=CC=C1)C1=C(C=CC=C1)CN